7-chloro-N-(4-(5-(2-methoxyethoxy)-4-(methylsulfonyl)thiophen-2-yl)-5-(trifluoromethyl)pyrimidin-2-yl)-1,2,3,4-tetrahydroisoquinolin-6-amine ClC1=C(C=C2CCNCC2=C1)NC1=NC=C(C(=N1)C=1SC(=C(C1)S(=O)(=O)C)OCCOC)C(F)(F)F